O=S1(N(C2=C(N1)C=CC=C2)CCNS(=O)(=O)C2=CC=C(C=C2)OC(F)(F)F)=O N-(2-(2,2-dioxidobenzo[c][1,2,5]thiadiazol-1(3H)-yl)ethyl)-4-(trifluoromethoxy)benzenesulfonamide